titanium(IV) chloride [Ti](Cl)(Cl)(Cl)Cl